ClC1=C(C2=CC(=CC=C2C=C1)F)O chloro-7-fluoronaphthalen-1-ol